C(C)(C)(C)OC(=O)C1=CC=NN1CC(=O)OCC.FC=1C(=C(C=CC1F)N1CCNCC1)C(F)(F)F 4-(3,4-difluoro-2-(trifluoromethyl)phenyl)piperazine tert-butyl-1-(2-ethoxy-2-oxoethyl)-1H-pyrazole-5-carboxylate